1-(2,2-difluoro-1,3-dihydroindene-4-yl)ethanone FC1(CC2=CC=CC(=C2C1)C(C)=O)F